C(C)(C)(C)OOC(C)(C)C Di-Tertiary Butyl Peroxide